NC1=CC=C(C=C1)C1=CC=C(C=C1)C(=O)OC methyl 4'-amino-[1,1'-biphenyl]-4-carboxylate